2-bromo-4-(cyclopentyloxy)-6-methanesulfonylpyridine BrC1=NC(=CC(=C1)OC1CCCC1)S(=O)(=O)C